N(=[N+]=[N-])CCCC(=O)N1C(OC[C@H]1CC1=CC=CC=C1)=O (R)-3-(4-azidobutyryl)-4-benzyloxazolidin-2-one